BrC=1N=C(SC1)C(C(=O)OCC)C(=O)OCC Diethyl 2-(4-bromothiazol-2-yl)malonate